(2,2-Dimethylpyrrolidin-1-yl)((1R,5S,6r)-3-(5-isopropyl-1H-pyrazole-3-carbonyl)-3-azabicyclo[3.1.0]hexan-6-yl)methanone CC1(N(CCC1)C(=O)C1[C@H]2CN(C[C@@H]12)C(=O)C1=NNC(=C1)C(C)C)C